ClC1=C(C(=O)O)C(=CC=C1)SC1=NC(=CC(=N1)OC)OC 2-chloro-6-((4,6-dimethoxypyrimidine-2-yl)thio)benzoic acid